4-(6-(2,5-difluorophenyl)-6-(4-fluoro-1-oxo-6-(4-(piperidin-4-yl)phenyl)isoindoline-2-yl)hexa-1,3-diyn-1-yl)-1H-pyrrole FC1=C(C=C(C=C1)F)C(CC#CC#CC=1C=CNC1)N1C(C2=CC(=CC(=C2C1)F)C1=CC=C(C=C1)C1CCNCC1)=O